2,5-hexynediol CC(C#CC(C)O)O